[N+](=O)([O-])C1=CC=C2C=NN(C2=C1)C1OCCCC1 6-nitro-1-(tetrahydro-2H-pyran-2-yl)-1H-indazole